(S)-tert-Butyl 3-(isopentylamino)azepane-1-carboxylate C(CC(C)C)N[C@@H]1CN(CCCC1)C(=O)OC(C)(C)C